(S)-3-((S)-sec-butyl)-5-(4-fluorophenyl)-7-methoxy-1,3-dihydro-2H-benzo[e][1,4]diazepin-2-one [C@H](C)(CC)[C@@H]1N=C(C2=C(NC1=O)C=CC(=C2)OC)C2=CC=C(C=C2)F